2-(4-(5-(3-(9-Aminononyl)phenyl)-2-methyl-3-phenylpyrazolo[1,5-a]pyrimidin-7-yl)piperazin-1-yl)ethanol NCCCCCCCCCC=1C=C(C=CC1)C1=NC=2N(C(=C1)N1CCN(CC1)CCO)N=C(C2C2=CC=CC=C2)C